ClC1=C(C=CC=C1Cl)C(C(C)(C)O)NC1=CC=C2C=CNC(C2=C1)=O 7-((1-(2,3-dichlorophenyl)-2-hydroxy-2-methylpropyl)amino)isoquinolin-1(2H)-one